(1s,4s)-4-(3-chloroanilino)-2'-{4-[(thieno[3,2-b]pyridin-7-yl)oxy]but-1-yn-1-yl}spiro[cyclohexane-1,1'-indene]-4-carboxylic acid ClC=1C=C(NC2(CCC3(C(=CC4=CC=CC=C34)C#CCCOC3=C4C(=NC=C3)C=CS4)CC2)C(=O)O)C=CC1